C(C)OC(=O)C1=CC=C(C=2CCCCC12)C1N(CCC(C1)C)CC1=C2C=CN(C2=C(C=C1OC)C)C(=O)OC(C)(C)C tert-Butyl 4-((2-(4-(ethoxycarbonyl)-5,6,7,8-tetrahydronaphthalen-1-yl)-4-methylpiperidin-1-yl)methyl)-5-methoxy-7-methyl-1H-indole-1-carboxylate